Cl.C(C)(C)(C)[C@@H]1C[C@@H](NCC1)C(=O)O cis-4-tert-butylpiperidine-2-carboxylic acid, hydrochloride salt